FC(C1=NN(C=C1NC(OC(C)(C)C)=O)C1CCC(CC1)C=O)F Tert-Butyl N-[3-(difluoromethyl)-1-(4-formylcyclohexyl)pyrazol-4-yl]carbamate